ClC=1C(N(N(C1Cl)CCO)CCO)=O 4,5-dichloro-1,2-bis(2-hydroxyethyl)-1,2-dihydro-pyrazol-3-one